6-(8-ethyl-7-fluoro-3-hydroxy-1-naphthyl)-4-(1,4-oxazepan-4-yl)-2-[[(2S,4R)-4-methoxypyrrolidin-2-yl]methoxy]-7H-pyrrolo[3,4-d]pyrimidin-5-one C(C)C=1C(=CC=C2C=C(C=C(C12)N1CC=2N=C(N=C(C2C1=O)N1CCOCCC1)OC[C@H]1NC[C@@H](C1)OC)O)F